(4-((4-(hydroxymethyl)piperidin-1-yl)sulfonyl)-2-methylphenyl)ammonia OCC1CCN(CC1)S(=O)(=O)C1=CC(=C(C=C1)N)C